6-(2-chloro-3,5-dimethoxyphenyl)-9-(cyclopropylmethyl)-N-(4-(4-ethylpiperazin-1-yl)phenyl)-[1,2,4]triazolo[4',3':1,6]pyrido[2,3-d]pyrimidin-2-amine ClC1=C(C=C(C=C1OC)OC)C1=CC2=C(N=C(N=C2)NC2=CC=C(C=C2)N2CCN(CC2)CC)N2C1=NN=C2CC2CC2